OC1=C(C=C(C=C1)NC([O-])=O)CO N-[4-hydroxy-3-(hydroxymethyl)-phenyl]carbamate